ClC1=C(C=CC(=C1)OC1=CC(=CC=2C=COC21)C)CC2=CNC=1N=CN=C(C12)Cl (2-Chloro-4-(5-methylbenzofuran-7-yl)oxyphenyl)(4-chloro-7H-pyrrolo[2,3-d]pyrimidin-5-yl)methan